CC12CC3(CC(CC(C1)(C3)C)C2)CN2N=CC=C2C 1-((3,5-dimethyltricyclo[3.3.1.13,7]dec-1-yl)methyl)-5-methyl-1H-pyrazole